FC1CCC2N(C3=C(OCC2)C=C(C=N3)C(F)(F)F)C1 10-fluoro-3-(trifluoromethyl)-7,7a,8,9,10,11-hexahydro-6H-dipyrido[3,2-b:1',2'-d][1,4]oxazepin